COC=1C=C(C=C(C1OCCOCCOC)OC)N1C=2C=CC1=CC=1C=CC(=CC3=CC=C(N3C3=CC(=C(C(=C3)OC)OCCOCCOC)OC)C=C3C4=C(C(C2)=N3)C3=CC=CC=C3C=C4)N1 bis[3,5-bis(methoxy)-4-(2-(2-methoxyethoxy)ethoxy)phenyl]naphthoporphine